(1-methyl-6-(5-(3-morpholinoprop-1-yn-1-yl)pyrazin-2-yl)-1H-indol-2-yl)(4-(4-(2,2,2-trifluoroethoxy)benzyl)piperazin-1-yl)methanone CN1C(=CC2=CC=C(C=C12)C1=NC=C(N=C1)C#CCN1CCOCC1)C(=O)N1CCN(CC1)CC1=CC=C(C=C1)OCC(F)(F)F